2-methoxymethyl-6-ethoxymethyl-4-pyrone COCC=1OC(=CC(C1)=O)COCC